CCCCCCCCC(CCCCCCCC)C(C(=O)O)CCCCCCN(CCCCCCOC(=O)OCCCCCCCCC)CC1(CC1)CNC(=O)OC(C)(C)C.CC1=C(NC2=NOC3=C2C=CC=C3)C=CC=C1C1=CC3=C(OCCO3)C=C1 3-(2-methyl-3-(1,4-benzodioxan-6-yl)anilino)benzisoxazol heptadecan-9-yl-8-(((1-(((tert-butoxycarbonyl)amino)methyl)cyclopropyl)methyl)(6-(((nonyloxy)carbonyl)oxy)hexyl)amino)octanoate